F.F.F.C(C)NCC N,N-diethylamine trihydrofluoride